methylene-bis(4,6-dibutylphenyl) phosphate P1(=O)(OC2=C(C=C(C=C2CCCC)CCCC)CC2=C(C(=CC(=C2)CCCC)CCCC)O1)[O-]